N-(3-amino-4-fluorophenyl)-2,3-dihydrobenzo[b][1,4]dioxin-6-carboxamide NC=1C=C(C=CC1F)NC(=O)C1=CC2=C(OCCO2)C=C1